(2S,3S,4R,5R)-5-(6-(benzylamino)-2-(2,6-dimethylpyridin-3-yl)-9H-purin-9-yl)-3,4-dihydroxyl-N-methyltetrahydrofuran-2-carboxamide C(C1=CC=CC=C1)NC1=C2N=CN(C2=NC(=N1)C=1C(=NC(=CC1)C)C)[C@H]1[C@@H]([C@@H]([C@H](O1)C(=O)NC)O)O